3-(4-Cyano-3-(trifluoromethyl)phenyl)-N-(4-propionamidophenyl)-2-(trifluoromethyl)oxazolidin-5-carboxamid C(#N)C1=C(C=C(C=C1)N1C(OC(C1)C(=O)NC1=CC=C(C=C1)NC(CC)=O)C(F)(F)F)C(F)(F)F